2-[(E)-2-(4-tert-butylphenyl)vinyl]-1,3,2-dioxaborolan C(C)(C)(C)C1=CC=C(C=C1)/C=C/B1OCCO1